2,2'-(7-(1-carboxy-4-((2,5-dioxopyrrolidin-1-yl)oxy)-4-oxobutyl)-1,4,7-triazonane-1,4-diyl)diacetic acid C(=O)(O)C(CCC(=O)ON1C(CCC1=O)=O)N1CCN(CCN(CC1)CC(=O)O)CC(=O)O